quinazolin-4-carboxylate N1=CN=C(C2=CC=CC=C12)C(=O)[O-]